Cbz-cis-1,2-cyclohexanediamine C(=O)(OCC1=CC=CC=C1)[C@]1([C@@H](CCCC1)N)N